2-Tert-butyl N-[4-[4-[[3-[5-(hydroxymethyl)-3-pyridyl]-1-methyl-pyrazol-4-yl]carbamoyl]oxazol-2-yl]-2-pyridyl]-N-(2,2,2-trifluoroethyl)carbamate OCC=1C=C(C=NC1)C1=NN(C=C1NC(=O)C=1N=C(OC1)C1=CC(=NC=C1)N(C(OC(C)(C)C)=O)CC(F)(F)F)C